ClC1=NC(=NC(=C1Cl)OCC1=CC=C(C=C1)OC)C1=CC(=NC=C1)F 4,5-dichloro-2-(2-fluoro-pyridin-4-yl)-6-(4-methoxy-benzyloxy)-pyrimidine